ClC=1C(=C(C(=CC1)C(F)F)C=1C=CC(=NC1)C(C(=O)NC1=CC=C(C(=O)OC(C)(C)C)C=C1)CC1CC(C1)(C)O)F tert-Butyl 4-(2-(5-(3-chloro-6-(difluoromethyl)-2-fluorophenyl)pyridin-2-yl)-3-(3-hydroxy-3-methylcyclobutyl)propanamido)benzoate